FC1=C(C=CC=C1C[C@@H]1N(CC2(CC2)[C@@H]1NS(=O)(=O)C)C(=O)NC[C@H](C)OC)C1=CC=CC=C1 (6S,7S)-6-((2-fluoro-[1,1'-biphenyl]-3-yl)methyl)-N-((S)-2-methoxypropyl)-7-(methylsulfonamido)-5-azaspiro[2.4]heptane-5-carboxamide